COC(C=C(C1=CC=CC=C1)C1=C(C=CC(=C1)OCOC)OCOC)=O 3-[2,5-bis(methoxymethyloxy)-phenyl]-3-(phenyl)-acrylic acid methyl ester